C(C)(C)(C)OC(=O)N1C[C@@H](CC1)N(C=1N=CC2=C(N=C(C=C2C1)Cl)Cl)C(=O)OC(C)(C)C |r| (±)-3-[tert-butyloxycarbonyl-(6,8-dichloro-2,7-naphthyridin-3-yl)amino]Pyrrolidine-1-Carboxylic acid tert-butyl ester